N[C@H](C(=O)NCCC(=O)N[C@H](CCC(=O)OC(C)(C)C)C(=O)OC(C)(C)C)CCN(C(CO)=O)[C@H](C(C)(C)C)C=1N(C=C(C1)C1=C(C=CC(=C1)F)F)CC1=CC=CC=C1 di-tert-butyl N-{(2S)-2-amino-4-[{(1R)-1-[1-benzyl-4-(2,5-difluorophenyl)-1H-pyrrol-2-yl]-2,2-dimethylpropyl}(hydroxyacetyl) amino]butanoyl}-beta-alanyl-D-glutamate